butyl 3-{6-[(E)-2-(2-cyclopropyl-6-fluorophenyl)ethenyl]-2H-spiro[1-benzofuran-3,4'-piperidine]-1'-yl}propanoate C1(CC1)C1=C(C(=CC=C1)F)/C=C/C1=CC2=C(C=C1)C1(CCN(CC1)CCC(=O)OCCCC)CO2